COC1=CC=C(C=C1)P(C1=CC=C(C=C1)OC)(C1=CC=C(C=C1)OC)=O tri(4-methoxyphenyl)phosphine oxide